1-(4-Fluoro-2-methylphenyl)-3-(4-hydroxy-2-methylphenyl)-7-(trifluoromethyl)-2,3-dihydro-quinazolin-4(1H)-one FC1=CC(=C(C=C1)N1CN(C(C2=CC=C(C=C12)C(F)(F)F)=O)C1=C(C=C(C=C1)O)C)C